(S)-N-(3-(2-((2-fluoro-3-(methylsulfonyl)phenyl)amino)-5-methyl-pyrimidin-4-yl)-1H-indol-7-yl)-2-(4-methyl-1,4-diazepan-1-yl)butanamide FC1=C(C=CC=C1S(=O)(=O)C)NC1=NC=C(C(=N1)C1=CNC2=C(C=CC=C12)NC([C@H](CC)N1CCN(CCC1)C)=O)C